FC(S(=O)(=O)NC(=O)C1C2C=CC(C1C(=O)N)C2)(F)F N-(trifluoromethanesulfonyl)-5-norbornene-2,3-dicarboxamide